isopropyl 2-(3,8-diazabicyclo[3.2.1]octan-8-yl)-7,8-dihydro-1,6-naphthyridine-6(5H)-carboxylate C12CNCC(CC1)N2C2=NC=1CCN(CC1C=C2)C(=O)OC(C)C